3-(4,5-dibromo-2-methyl-3,6-dioxopyridazin-1-yl)propionic acid BrC=1C(N(N(C(C1Br)=O)CCC(=O)O)C)=O